(1S,3R)-1-(6-bromo-4-methoxypyridin-3-yl)-2-((1-fluorocyclopropyl)methyl)-3,5-dimethyl-1,2,3,4-tetrahydroisoquinolin-6-amine BrC1=CC(=C(C=N1)[C@H]1N([C@@H](CC2=C(C(=CC=C12)N)C)C)CC1(CC1)F)OC